[Na+].C(P([O-])(=O)C)=NNC(=S)N formylmethylphosphinic acid thiosemicarbazone sodium salt